tert-butyl 4-((4-(3,4-dichloro-2-fluorophenyl)-8-methoxy-5-methyl-4H-pyrido[2,3,4-de]quinazolin-7-yl)oxy)piperidine-1-carboxylate ClC=1C(=C(C=CC1Cl)N1C(=CC=2C=3C1=NC=NC3C=C(C2OC2CCN(CC2)C(=O)OC(C)(C)C)OC)C)F